C(#N)C=1C=CC(=C(C1)CN1CC(N(C(C1)C)C(C(C)C)=O)C(=O)NCC1=CC=C(C=C1)C=1OC=CC1)F 4-[(5-cyano-2-fluorophenyl)methyl]-N-{[4-(furan-2-yl)phenyl]methyl}-6-methyl-1-(2-methylpropanoyl)piperazine-2-carboxamide